BrC1=C(C=C2C(=NC(=NC2=C1F)Cl)N([C@H]1CN(CC1)C(=O)OC(C)(C)C)CC)C(F)(F)F tert-butyl (3R)-3-[[7-bromo-2-chloro-8-fluoro-6-(trifluoromethyl)quinazolin-4-yl]-ethyl-amino]pyrrolidine-1-carboxylate